6-(4-fluorophenyl)-N-[(2-methylthiazol-4-yl)methyl]pyrido[2,3-d]pyrimidin-4-amine FC1=CC=C(C=C1)C1=CC2=C(N=CN=C2NCC=2N=C(SC2)C)N=C1